FC=1C=C(C=NC1F)C1=NC(=NC(=N1)C1=CC=CC=C1)C1=CC=CC=C1 2-(5,6-difluoropyridin-3-yl)-4,6-diphenyl-1,3,5-triazine